1-OXIDOPYRIDIN [O-][N+]1=CC=CC=C1